C(/C(=C/C(=O)[O-])/C(=O)[O-])C(=O)[O-] The molecule is an aconitate(3-) that is the conjugate base of cis-aconitic acid. It has a role as a human metabolite and a Saccharomyces cerevisiae metabolite. It is a conjugate base of a cis-aconitic acid.